ethyl (4aS)-2-oxooctahydro-4aH-cyclopenta[b]pyridine-4a-carboxylate O=C1CC[C@@]2(C(N1)CCC2)C(=O)OCC